C(C1=CC=CC=C1)N(C1=CC=C2CCC=CC2=C1)CC1=CC=CC=C1 7-(dibenzylamino)-3,4-dihydronaphthalen